[C@@H]12OC[C@@H](N(C1)C(=O)C1=C(C=C(C=C1F)C1=CC3=NC=CC(=C3O1)C1=CC(=NC=C1)C(C)(C)O)F)C2 ((1S,4S)-2-oxa-5-azabicyclo[2.2.1]heptan-5-yl)(2,6-difluoro-4-(7-(2-(2-hydroxypropan-2-yl)pyridin-4-yl)furo[3,2-b]pyridin-2-yl)phenyl)methanone